N-[5-(difluoromethoxy)-4,6-dimethoxy-pyrimidin-2-yl]-6-(difluoromethyl)-1H-pyrrolo[2,3-b]pyridine-3-sulfonamide FC(OC=1C(=NC(=NC1OC)NS(=O)(=O)C1=CNC2=NC(=CC=C21)C(F)F)OC)F